CC=1N(C2=NC(=NC(=C2N1)N1N=C(C=C1)C=1C=C(C=CC1)C)N1CCOCC1)C1=CC=CC=C1 4-(8-methyl-9-phenyl-6-(3-(m-tolyl)-1H-pyrazol-1-yl)-9H-purin-2-yl)morpholine